((R)-2-((S)-1-amino-5-(tert-butoxy)-1,5-dioxopentan-2-yl)-4-fluoro-3-methyl-1-oxoisoindolin-5-yl)boronic acid NC([C@H](CCC(=O)OC(C)(C)C)N1C(C2=CC=C(C(=C2[C@H]1C)F)B(O)O)=O)=O